S1C2=C(C=C1C(C#N)(C=O)C(O)C1=CC=C(C=C1)Cl)C=CC=C2 (benzo[b]thiophen-2-yl)-2-((4-chlorophenyl)(hydroxy)methyl)-3-oxopropanenitrile